COCC1=NC=CC=C1 (methoxymethyl)pyridin